CC1=C(C=C(C=C1)C1=CC=C(C=C1)S(=O)(=O)N1CCN(CC1)C)N(C=1OC=C(N1)C(=O)OCC)CCC Ethyl 2-((4-methyl-4'-((4-methylpiperazin-1-yl)sulfonyl)-[1,1'-biphenyl]-3-yl)(propyl)amino)oxazole-4-carboxylate